C(C1=CC=CC=C1)[C@@H]1N(C(OC1)=O)C([C@@H](CC=1C=CC2=C([C@H](CO2)NC(=O)OCC2=CC=CC=C2)C1)[C@@H]1CN(CC1)C(=O)OC(C)(C)C)=O tert-butyl (R)-3-((S)-1-((S)-4-benzyl-2-oxooxazolidin-3-yl)-3-((R)-3-(((benzyloxy)carbonyl)amino)-2,3-dihydrobenzofuran-5-yl)-1-oxopropan-2-yl)pyrrolidine-1-carboxylate